n-tetradecylpyridinium C(CCCCCCCCCCCCC)[N+]1=CC=CC=C1